BrC(=CO)C(CO)Br cis-2,3-dibromo-1,4-butenediol